(7-cyano-6-fluoro-2,3-dihydrobenzofuran-4-yl)methanesulfonic acid methyl ester COS(=O)(=O)CC1=CC(=C(C2=C1CCO2)C#N)F